Ethyl 5-amino-1-(3-fluoropyridin-2-yl)-1H-pyrazole-4-carboxylate NC1=C(C=NN1C1=NC=CC=C1F)C(=O)OCC